BrC1=C2C=CC(=NC2=CC(=C1)OC)C(F)(F)F 5-Bromo-7-methoxy-2-(trifluoromethyl)quinoline